3-(p-tolyl)-5-(trifluoromethyl)-1,2,4-Oxadiazole C1(=CC=C(C=C1)C1=NOC(=N1)C(F)(F)F)C